C(C)(C)(C)OC(NC12CC(C1)(C2)NC2=CC=NC1=CC(=CC=C21)Cl)=O {3-[(7-chloroquinolin-4-yl)amino]bicyclo[1.1.1]pentan-1-yl}carbamic acid tert-butyl ester